C1(CC1)C(CCCCCCCC)OC(CCCCCCCBr)=O 1-cyclopropyl-nonyl-8-bromooctanoate